C12CN(CC2C1)C1=CN=CC(=N1)C=1N=NN(C1)C(C)C1=CC=C(C=N1)N1C[C@@H](CCC1)N(C(OC(C)(C)C)=O)CC1CCC1 tert-butyl ((3R)-1-(6-(1-(4-(6-(3-azabicyclo[3.1.0]hexan-3-yl)pyrazin-2-yl)-1H-1,2,3-triazol-1-yl)ethyl)pyridin-3-yl)piperidin-3-yl)(cyclobutylmethyl)carbamate